(3R,4E,6Z,8E)-{[3,7-dimethyl-9-(2,6,6-trimethylcyclohex-1-en-1-yl)nona-4,6,8-trien-1-yl]oxy}triisopropylsilane C[C@H](CCO[Si](C(C)C)(C(C)C)C(C)C)\C=C\C=C(/C=C/C1=C(CCCC1(C)C)C)\C